C(C)(C)(C)OC(=O)N1C[C@@H]([C@@H](CC1)NC1=C(C=C(C=C1)F)O)C (3S,4R)-4-(4-fluoro-2-hydroxy-anilino)-3-methyl-piperidine-1-carboxylic acid tert-butyl ester